6-bromo-N,N-dimethylpyridine-2-amine BrC1=CC=CC(=N1)N(C)C